ClC=1C=CC(=C2C=CC(=NC12)NC1=CC2=C(OC(O2)(F)F)C=C1)C 8-chloro-N-(2,2-difluorobenzo[d][1,3]dioxol-5-yl)-5-methylquinolin-2-amine